C(#N)C1=CC=C(C=C1)C(C)(C)C1=CC(=CC=C1)C(C)(C)C1=CC=C(C=C1)C#N 1,3-bis(2-(4-cyanophenyl)propan-2-yl)benzene